NC1=NC=C(C=N1)NC(C1=CC=C(C(=O)N(C2CCNCC2)C)C=C1)=O N1-(2-aminopyrimidin-5-yl)-N4-methyl-N4-(piperidin-4-yl)-terephthalamide